N-(3-(4-(4-(3-amino-6-(2-hydroxyphenyl)pyridazin-4-yl)piperazin-1-yl)pyrimidin-2-yl)prop-2-yn-1-yl)-1,5-dimethyl-1H-pyrazole-3-carboxamide NC=1N=NC(=CC1N1CCN(CC1)C1=NC(=NC=C1)C#CCNC(=O)C1=NN(C(=C1)C)C)C1=C(C=CC=C1)O